4-(dimethylamino)-N-[(1s,4s)-4-{[2-(dimethylamino)-6-(trifluoromethyl)pyridin-4-yl]amino}cyclohexyl]benzamide CN(C1=CC=C(C(=O)NC2CCC(CC2)NC2=CC(=NC(=C2)C(F)(F)F)N(C)C)C=C1)C